N1=CN=CC2=C1NC=C2C(=O)[O-] 7H-pyrrolo[2,3-d]pyrimidine-5-carboxylate